5-hydroxy-2-(thien-2-yl)-5-(trifluoromethyl)-4,5-dihydrofuran-3-carbonitrile OC1(CC(=C(O1)C=1SC=CC1)C#N)C(F)(F)F